C1(CC1)NC(=O)C=1C(=CC(=NC1)NC1=CC=C(C=N1)C(=O)[O-])NC1=C(C(=CC=C1)C1=NC=C(C=N1)F)OC 6-{[5-(Cyclopropylcarbamoyl)-4-{[3-(5-fluoropyrimidin-2-yl)-2-methoxyphenyl]amino}pyridin-2-yl]amino}pyridine-3-carboxylate